BrC1=CC2=C(N=C(N=C2N[C@H](C)C2=C(C(=CC=C2)C(F)F)F)C)N(C1=O)C |r| (±)-6-bromo-4-((1-(3-(difluoromethyl)-2-fluorophenyl)ethyl)amino)-2,8-dimethylpyrido[2,3-d]pyrimidin-7(8H)-one